2-(4-chloropyridin-2-yl)-2,2-difluoroethan-1-amine ClC1=CC(=NC=C1)C(CN)(F)F